4-(3,7-Bis(dimethylamino)-5,5-dimethyldibenzo[b,e]silin-10(5H)-yliden)-N-(4-(4-(6-(4-methylpiperazin-1-yl)-1H,3'H-[2,5'-bibenzo[d]imidazol]-2'-yl)phenoxy)butyl)butanamid CN(C=1C=CC2=C([Si](C3=C(C2=CCCC(=O)NCCCCOC2=CC=C(C=C2)C=2NC4=C(N2)C=CC(=C4)C4=NC2=C(N4)C=C(C=C2)N2CCN(CC2)C)C=CC(=C3)N(C)C)(C)C)C1)C